C(C)NC(=O)C1=CC=C(N=N1)NC1=NN2C(C=C(C=C2)C2=C(C=NC(=C2)C)OC2C[C@H]3COC[C@@H](C2)N3C(=O)OC(C)(C)C)=C1 tert-butyl (1R,5S,7s)-7-((4-(2-((6-(ethylcarbamoyl)pyridazin-3-yl)amino)pyrazolo[1,5-a]pyridin-5-yl)-6-methylpyridin-3-yl)oxy)-3-oxa-9-azabicyclo[3.3.1]nonane-9-carboxylate